2-Chloro-6-(thiophen-2-ylamino)-9-(tetrahydrofuran-2-yl)purin ClC1=NC(=C2N=CN(C2=N1)C1OCCC1)NC=1SC=CC1